(±)-N-(5-chloro-2-fluoro-4-(6-(2,2,2-trifluoroethoxy)pyridin-3-yl)phenyl)-1,9,9-trifluoro-6,7,8,9-tetrahydro-5H-5,8-epiminocyclohepta[c]pyridine-10-carboxamide ClC=1C(=CC(=C(C1)NC(=O)N1C2CCC1C(C=1C(=NC=CC12)F)(F)F)F)C=1C=NC(=CC1)OCC(F)(F)F